4-(5-(4-((3-benzyl-9-methyl-4H,6H-thieno[2,3-e][1,2,4]triazolo[3,4-c][1,4]oxazepin-2-yl)ethynyl)-1H-pyrazol-1-yl)pentyl)-2-(2,6-dioxopiperidin-3-yl)isoindoline-1,3-dione C(C1=CC=CC=C1)C1=C(SC=2N3C(COCC21)=NN=C3C)C#CC=3C=NN(C3)CCCCCC3=C2C(N(C(C2=CC=C3)=O)C3C(NC(CC3)=O)=O)=O